NC1=C(SC2=NC(=CC=C21)C)C(=O)N[C@@H]2CC=1C(=NC(=C(C1)F)N1CCN(CC1)C(=O)OC(C)(C)C)OC2 tert-Butyl (R)-4-(3-(3-amino-6-methylthieno[2,3-b]pyridine-2-carboxamido)-6-fluoro-3,4-dihydro-2H-pyrano[2,3-b]pyridin-7-yl)piperazine-1-carboxylate